[NH3+]CCC1=CC(O)=C(O)C=C1 dopaminium